1-mercapto-2,2-propylene glycol SCC(C)(O)O